FC(CN1N=NC2=C1C=C(C=C2)C=2C=CN1N=C(N=C(C12)OC)N[C@@H]1[C@@H](CN(CC1)C1(COC1)C#C)F)F 5-(1-(2,2-difluoroethyl)-1H-benzo[d][1,2,3]triazol-6-yl)-N-((3R,4S)-1-(3-ethynyloxetan-3-yl)-3-fluoropiperidin-4-yl)-4-methoxypyrrolo[2,1-f][1,2,4]triazin-2-amine